FC(C(=O)O)(F)F.FC1(CNCCC1N1CC2(C1)CCN(CC2)C2=CC1=C(N(C(N1C)=O)C1C(NC(CC1)=O)=O)C=C2)F 3-{5-[2-(3,3-Difluoropiperidin-4-yl)-2,7-diazaspiro[3.5]nonan-7-yl]-3-methyl-2-oxo-1,3-benzodiazol-1-yl}piperidine-2,6-dione trifluoroacetate